ClC=1C=C2C(=C(NC2=CC1)C(=O)NCCCNS(=O)(=O)C1=CC=C(C=C1)F)S(=O)(=O)C1=CC(=CC(=C1)C)C 5-chloro-3-((3,5-dimethylphenyl)sulfonyl)-N-(3-((4-fluorophenyl)sulfonamido)propyl)-1H-indole-2-carboxamide